4-chloro-4-oxobutyric acid {2-[4-(5,7-dimethoxy-4-oxo-3,4-dihydro-quinazolin-2-yl)-2,6-dimethyl-phenoxy]-ethyl} ester COC1=C2C(NC(=NC2=CC(=C1)OC)C1=CC(=C(OCCOC(CCC(=O)Cl)=O)C(=C1)C)C)=O